C(C)C1=NN2C(NC=3C(=C2)CN(C3)CCCOC)=C1 2-ethyl-6-(3-methoxypropyl)-6,7-dihydro-4H-pyrazolo[1,5-a]pyrrolo[3,4-d]pyrimidine